3,5-Dimethyl-2-(2-((3as,7ar)-6-methyl-octahydro-1H-pyrrolo[2,3-c]pyridin-1-yl)-[1,2,4]triazolo[1,5-a]pyrimidin-5-yl)phenol CC=1C(=C(C=C(C1)C)O)C1=NC=2N(C=C1)N=C(N2)N2CC[C@H]1[C@@H]2CN(CC1)C